(S)-(2-(bis(3,5-dimethylphenyl)(hydroxy)methyl)pyrrolidin-1-yl)(1-methyl-1H-imidazol-2-yl)methanone CC=1C=C(C=C(C1)C)C([C@H]1N(CCC1)C(=O)C=1N(C=CN1)C)(O)C1=CC(=CC(=C1)C)C